CC1(C2(C=3C=CC=C4CNCCC(C43)C1)CC2)C 6',6'-Dimethyl-2',3',4',4a',5',6'-hexahydro-1'H-spiro[cyclopropan-1,7'-naphtho[1,8-cd]-azepin]